1-bromo-2-methoxyethane BrCCOC